2-((1r,2s)-1-(2-cyanophenyl)-1-(1-(2-(piperazin-1-yl)ethyl)-1H-pyrazol-4-yl)propan-2-yl)-5-hydroxy-N-(isoxazol-4-yl)-1-methyl-6-oxo-1,6-dihydropyrimidine-4-carboxamide C(#N)C1=C(C=CC=C1)[C@@H]([C@H](C)C=1N(C(C(=C(N1)C(=O)NC=1C=NOC1)O)=O)C)C=1C=NN(C1)CCN1CCNCC1